2-(6,6-dimethylcyclohexen-1-yl)-4,4,5,5-tetramethyl-1,3,2-dioxaborolane CC1(CCCC=C1B1OC(C(O1)(C)C)(C)C)C